N-(4-(7-chloro-5-((3-(piperidin-1-yl)propyl)amino)-2,3,4,5-tetrahydro-1H-benzo[b]azepine-1-carbonyl)-3-methylphenyl)-2-methylbenzamide ClC1=CC2=C(N(CCCC2NCCCN2CCCCC2)C(=O)C2=C(C=C(C=C2)NC(C2=C(C=CC=C2)C)=O)C)C=C1